(13Z)-Hexadec-13-en-11-yn-1-yl acetate C(C)(=O)OCCCCCCCCCCC#C\C=C/CC